CC1(CN(CCC1)C(=O)OC(C)(C)C)OC1=C(C=C(C=C1)C)[N+](=O)[O-] tert-butyl 3-methyl-3-(4-methyl-2-nitrophenoxy)piperidine-1-carboxylate